NC1=C(C=C(C(=C1)Cl)NCCO)[N+](=O)[O-] 1-amino-2-nitro-4-(β-hydroxyethyl)amino-5-chlorobenzene